3-(((R)-7-((2S,4R)-2-(2,4-difluorophenyl)-4-(methylamino)piperidine-1-carbonyl)-7-azaspiro[4.5]dec-10-yl)methyl)-6-(o-tolyl)pyrimidin-4(3H)-one FC1=C(C=CC(=C1)F)[C@H]1N(CC[C@H](C1)NC)C(=O)N1CC2(CCCC2)[C@@H](CC1)CN1C=NC(=CC1=O)C1=C(C=CC=C1)C